ethyl 5-(methylcarbamoyl)-4-(1-(pyridazin-4-yl)ethoxy)-1H-pyrrole-2-carboxylate CNC(=O)C1=C(C=C(N1)C(=O)OCC)OC(C)C1=CN=NC=C1